lauric acid lauric anhydride C(CCCCCCCCCCC)(=O)OC(CCCCCCCCCCC)=O